(2S,2S)-1,1'-(((((2,2'-dimethyl-[1,1'-biphenyl]-3,3'-diyl)bis(azanediyl))bis(carbonyl))bis(4-methoxypyridine-6,3-diyl))bis(methylene))bis(piperidine-2-carboxylic acid) CC1=C(C=CC=C1NC(=O)C1=CC(=C(C=N1)CN1[C@@H](CCCC1)C(=O)O)OC)C1=C(C(=CC=C1)NC(=O)C1=CC(=C(C=N1)CN1C(CCCC1)C(=O)O)OC)C